4-(5-(2,6-difluoro-4-methylphenyl)-1,6-dihydropyrazolo[4,3-d]pyrido[4,3-f][1,3]diazepin-9-yl)morpholine FC1=C(C(=CC(=C1)C)F)C=1NC2=C(C3=C(N1)C=NN3)C=C(N=C2)N2CCOCC2